methacryloyloxyethyltri-methylammonium chloride [Cl-].C(C(=C)C)(=O)OCC[N+](C)(C)C